1-ETHYLPYRROLIDINE-3-CARBOXYLIC ACID C(C)N1CC(CC1)C(=O)O